3-(Benzo[d][1,3]dioxol-5-yl)-N-(3-(pyridin-4-yl)-1H-pyrazol-5-yl)propanamide O1COC2=C1C=CC(=C2)CCC(=O)NC2=CC(=NN2)C2=CC=NC=C2